ON(C(=O)NCCC)O N,N-dihydroxypropyl-urea